nonadecanone CCCCC(=O)NC1=CC=CC(=C1C)C(F)(F)F